ClC=1C(=NC=CC1C1=NC(=C(C=C1)CNCC1CCC(N1)=O)OC)C1=C(C(=CC=C1)NC1=C(C(=CC=C1)CNCC(C)(C)O)F)Cl 5-((((3'-chloro-2'-(2-chloro-3-((2-fluoro-3-(((2-hydroxy-2-methylpropyl)amino)methyl)phenyl)amino)phenyl)-6-methoxy-[2,4'-bipyridin]-5-yl)methyl)amino)methyl)pyrrolidin-2-one